6-((5-Methyl-3-(6-methylpyridin-3-yl)isoxazol-4-yl)methoxy)-N-(oxetan-3-yl)pyridazin-3-carboxamid CC1=C(C(=NO1)C=1C=NC(=CC1)C)COC1=CC=C(N=N1)C(=O)NC1COC1